F[P-](F)(F)(F)(F)F.N1(N=NC2=C1C=CC=C2)O[P+](N2CCCC2)(N2CCCC2)N2CCCC2 benzotriazol-1-yl-oxytripyrrolidinylphosphonium hexafluorophosphate